1,4-benzoquinone-3,5-disulfonic acid C1(C=C(C(C(=C1)S(=O)(=O)O)=O)S(=O)(=O)O)=O